OB1OCC2=C1C=C(C=C2C(F)(F)F)C(=O)N(CC(=O)O)CCNC(=O)C=2C=C(C1=C(B(OC1)O)C2)C(F)(F)F N-(1-hydroxy-4-(trifluoromethyl)-1,3-dihydrobenzo[c][1,2]oxaborole-6-carbonyl)-N-(2-(1-hydroxy-4-(trifluoromethyl)-1,3-dihydrobenzo[c][1,2]oxaborole-6-carboxamido)-ethyl)glycine